FC1=C(C=CC(=C1)C(F)(F)F)[C@H](C)NC(CN1N=NC2=C(C1=O)C(=CC=C2)OC)=O (S)-N-(1-(2-fluoro-4-(trifluoromethyl)phenyl)ethyl)-2-(5-methoxy-4-oxo-benzo[d][1,2,3]triazin-3(4H)-yl)acetamide